NC1=CC=C2CC(N(C2=C1)CCC(C)(C)O)=O 6-amino-1-(3-hydroxy-3-methylbutyl)indolin-2-one